BrC=1C=C(C=2C(=CN(C2C1)C(C)C)C)C(=O)NCC=1C(NC(=CC1C)C)=O 6-bromo-N-((4,6-dimethyl-2-oxo-1,2-dihydropyridin-3-yl)methyl)-1-isopropyl-3-methyl-1H-indole-4-carboxamide